FC1=C(C(=CC(=C1)OC)F)[C@H]1[C@@H](C(NC1)=O)NC=1OC(=NN1)C1=CC=C(C=C1)F (3s,4r)-4-(2,6-difluoro-4-methoxyphenyl)-3-{[5-(4-fluorophenyl)-1,3,4-oxadiazol-2-yl]amino}pyrrolidin-2-one